4-(4-methylpiperazin-1-yl)-2-nitrobenzoic acid tert-butyl ester C(C)(C)(C)OC(C1=C(C=C(C=C1)N1CCN(CC1)C)[N+](=O)[O-])=O